(3S)-6-bromo-2,3-dihydro-3-benzofuranamine BrC1=CC2=C([C@@H](CO2)N)C=C1